N,N-bis(dimethylaminoethyl)ethylenediamine CN(C)CCN(CCN)CCN(C)C